8-((5-Chloro-2-methoxypyridin-3-yl)sulfonyl)-3-(2-oxa-6-azaspiro[3.3]hept-6-yl)-1-oxa-8-azaspiro[4.5]decane ClC=1C=C(C(=NC1)OC)S(=O)(=O)N1CCC2(CC(CO2)N2CC3(COC3)C2)CC1